(R)-2-methyl-3-(1-((2-methyl-8-(1-methylcyclopropoxy)-6-morpholino-7-oxo-6,7-dihydropyrido[4,3-d]pyrimidin-4-yl)amino)ethyl)benzonitrile CC1=C(C#N)C=CC=C1[C@@H](C)NC=1C=2C(N=C(N1)C)=C(C(N(C2)N2CCOCC2)=O)OC2(CC2)C